N1(CC=CC=C1)C(=O)OCC1=CC=CC=C1 benzyl 2H-pyridine-1-carboxylate